((5-(3-carbamoyl-5-methyl-1H-pyrazol-1-yl)-1H-indol-1-yl)methyl)-[1,1'-biphenyl] C(N)(=O)C1=NN(C(=C1)C)C=1C=C2C=CN(C2=CC1)CC1=C(C=CC=C1)C1=CC=CC=C1